tert-butyl N-[(2S)-1-{7-bromo-2-chloro-4-[(thiophen-2-ylmethyl)amino]furo[3,2-d]pyrimidin-6-yl}propan-2-yl]carbamate BrC1=C(OC2=C1N=C(N=C2NCC=2SC=CC2)Cl)C[C@H](C)NC(OC(C)(C)C)=O